1-allyl-1,2-dihydro-3,4,6-trimethyl-2-oxo-pyrimidinium C(C=C)[NH+]1C(N(C(C=C1C)C)C)=O